(2R)-5-guanidino-N-(4-hydroxybenzyl)-2-(2-phenyl-2-(4-phenylpiperidin-1-yl)acetamido)pentanamide N(C(=N)N)CCC[C@H](C(=O)NCC1=CC=C(C=C1)O)NC(C(N1CCC(CC1)C1=CC=CC=C1)C1=CC=CC=C1)=O